FC1CNCC12CN(C2)C(=O)C2(CCN(CC2)C=2C=C(N=NC2)C2=C(C=CC=C2)O)C2=CC=CC=C2 2-[5-(4-{8-fluoro-2,6-diazaspiro[3.4]octane-2-carbonyl}-4-phenylpiperidin-1-yl)pyridazin-3-yl]phenol